N-(2-((3,5-difluorophenyl)amino)-5H-pyrrolo[3,2-d]pyrimidin-7-yl)-4-((2-(dimethylamino)ethyl)(methyl)amino)-2-(2,2,2-trifluoro-N-(tetrahydro-2H-pyran-4-yl)acetamido)benzamide FC=1C=C(C=C(C1)F)NC=1N=CC2=C(N1)C(=CN2)NC(C2=C(C=C(C=C2)N(C)CCN(C)C)N(C(C(F)(F)F)=O)C2CCOCC2)=O